2-(2,6-dioxopiperidin-3-yl)-5-((3-(piperazin-1-yl)azetidin-1-yl)methyl)isoindoline O=C1NC(CCC1N1CC2=CC=C(C=C2C1)CN1CC(C1)N1CCNCC1)=O